CCCCCCCCCCCCCCCCC(=O)O[C@H](COC(=O)CCCCCC/C=C\C/C=C\C/C=C\CCCCC)COP(=O)(O)OC[C@@H](C(=O)O)N 1-(8Z,11Z,14Z-eicosatrienoyl)-2-heptadecanoyl-glycero-3-phosphoserine